tert-butyl 3-chloro-2-(dimethylcarbamoyl)-4,6,7,8-tetrahydropyrazolo[1,5-a][1,4]diazepine-5-carboxylate ClC=1C(=NN2C1CN(CCC2)C(=O)OC(C)(C)C)C(N(C)C)=O